tert-Butyl (R)-4-(pyrrolidin-3-yl)piperazine-1-carboxylate N1C[C@@H](CC1)N1CCN(CC1)C(=O)OC(C)(C)C